C(C)C=1C(NC=2C=C(C=NC2C1)CN1C2CN(C(C1)C2)C=2C=CC(=NC2C)C(=O)NC)=O 5-(5-((7-ethyl-6-oxo-5,6-dihydro-1,5-naphthyridin-3-yl)methyl)-2,5-diazabicyclo[2.2.1]heptan-2-yl)-N,6-dimethylpicolinamide